6-Isobutylpyridazin-3-amine C(C(C)C)C1=CC=C(N=N1)N